tert-butyl ((5-(4-((1-methylpiperidin-4-yl)amino)-1-(2,2,2-trifluoroethyl)-1H-indol-2-yl)-1,2,4-oxadiazol-3-yl)methyl)(4-(methylsulfonyl)phenyl)carbamate CN1CCC(CC1)NC1=C2C=C(N(C2=CC=C1)CC(F)(F)F)C1=NC(=NO1)CN(C(OC(C)(C)C)=O)C1=CC=C(C=C1)S(=O)(=O)C